ClC1=C(OC=2C=C3C(N(C=NC3=CC2)[C@H]2CCC3(C2)CCN(CC3)C(=O)OC(C)(C)C)=O)C(=CC=C1NS(N(C)CC)(=O)=O)F tert-butyl (3S)-3-[6-[2-chloro-3-[[ethyl(methyl)sulfamoyl]amino]-6-fluoro-phenoxy]-4-oxo-quinazolin-3-yl]-8-azaspiro[4.5]decane-8-carboxylate